CN1N=C(N=C1C=O)C(F)(F)F (1-methyl-3-(trifluoromethyl)-1H-1,2,4-triazol-5-yl)methanone